C(#N)C1=CC=C(C=C1)C=1C=C2C=C(N(C2=CC1C1=CC=C(C=C1)C)C)C(=O)NCC1CCNCC1 5-(4-cyanophenyl)-1-methyl-N-(piperidin-4-ylmethyl)-6-(p-tolyl)-1H-indole-2-carboxamide